3-((3-(2-aminoethyl)phenyl)amino)-6-ethyl-5-(ethyl(methyl)amino)pyrazine-2-carboxamide NCCC=1C=C(C=CC1)NC=1C(=NC(=C(N1)N(C)CC)CC)C(=O)N